ClC1=NC=C(C=N1)OC 2-chloro-5-methoxypyrimidine